COC1=CC=C(CN(C(C#N)C#N)C)C=C1 2-(4-methoxybenzyl-(methyl)amino)malononitrile